Methyl 2-(2-(2-(6-((6-((methylsulfonyl)oxy)hexyl)carbamoyl)pyridine-3-yl)thiazole-4-carboxamido)acrylamido)acrylate CS(=O)(=O)OCCCCCCNC(=O)C1=CC=C(C=N1)C=1SC=C(N1)C(=O)NC(C(=O)NC(C(=O)OC)=C)=C